(2S)-3-methyl-2-[methyl-[(3S)-1-prop-2-ynylpyrrolidine-3-carbonyl]amino]butanoic acid CC([C@@H](C(=O)O)N(C(=O)[C@@H]1CN(CC1)CC#C)C)C